C(C)N(S(=O)(=O)C1=CC=2C(N=C1)=NSN2)C(C(F)(F)F)C2=CC=C(C=C2)F N-ethyl-N-(2,2,2-trifluoro-1-(4-fluorophenyl)ethyl)-[1,2,5]thiadiazolo[3,4-b]pyridine-6-sulfonamide